C1(=CC=C(C=C1)NC=1C(C(C1NCC1=NC=CC=C1)=O)=O)C 3-((4-tolyl)amino)-4-((pyridin-2-ylmethyl)amino)cyclobut-3-ene-1,2-dione